[Mg].CN1N=CC(=C1)C1=CC2=C(N(C=N2)C2=CC=C(C=C2)CC(=O)NC2=CC(=NO2)C=2C=C(C=CC2)C)C=C1 2-(4-(5-(1-methyl-1H-pyrazol-4-yl)-1H-benzo[d]imidazol-1-yl)phenyl)-N-(3-(m-tolyl)isoxazol-5-yl)acetamide magnesium